5-iodo-5'-O-tert-butyldimethylsilyl-3'-O-methylsulfanylmethyl-2'-deoxycytidine IC=1C(=NC(N([C@H]2C[C@H](OCSC)[C@@H](CO[Si](C)(C)C(C)(C)C)O2)C1)=O)N